4-(Z-amino)cyclohexanol C1CC(CCC1NC(=O)OCC2=CC=CC=C2)O